OC1=C(C=C(C=C1)C1OCC(CO1)C=O)OC 2-(4-hydroxy-3-methoxyphenyl)-1,3-dioxane-5-carbaldehyde